1,3-didodecyl-urea C(CCCCCCCCCCC)NC(=O)NCCCCCCCCCCCC